N-[1-(cyclobutylmethyl)-1H-pyrazol-4-yl]-6-furan-3-ylpyridine-2-carboxamide C1(CCC1)CN1N=CC(=C1)NC(=O)C1=NC(=CC=C1)C1=COC=C1